(S)-6'-(4-(methoxycarbonyl)phenyl)-5-methyl-3',6'-dihydro-[2,4'-bipyridyl] COC(=O)C1=CC=C(C=C1)[C@@H]1C=C(CC=N1)C1=NC=C(C=C1)C